2,6-dichloro-N,N-diethyl-pyridine-4-sulfonamide ClC1=NC(=CC(=C1)S(=O)(=O)N(CC)CC)Cl